(trans)-1-(1-(4-chloro-3-fluorophenyl)-3,3-dimethyl-2,3-dihydro-1H-pyrrolo[3,2-b]pyridine-5-carbonyl)-4-(pyridin-2-yl)piperidine-3-carboxylic acid ClC1=C(C=C(C=C1)N1CC(C2=NC(=CC=C21)C(=O)N2C[C@H]([C@@H](CC2)C2=NC=CC=C2)C(=O)O)(C)C)F